ClC1=C(C=C2C=C(N=CC2=C1)NC(=O)C1C2CCOCC12)C1CCN(CC1)[C@]1(COCC1)C N-(7-chloro-6-(1-(3R-methyltetrahydrofuran-3-yl)piperidin-4-yl)isoquinolin-3-yl)-3-oxabicyclo[4.1.0]heptane-7-carboxamide